((1S,4S,6R)-6-((6-(trifluoromethyl)pyridazin-3-yl)amino)-2-azabicyclo[2.2.1]Hept-2-yl)methanone FC(C1=CC=C(N=N1)N[C@@H]1C[C@@H]2CN([C@H]1C2)C=O)(F)F